(±)-4-((tert-butyldimethylsilyl)oxy)bicyclo[4.1.0]heptane-2-carbonitrile [Si](C)(C)(C(C)(C)C)OC1CC(C2CC2C1)C#N